OCCOC1=CC=C(C=C1)C1(C2=C(C=CC=C2C=2C=CC=C(C12)C1=CC=CC=C1)C1=CC=CC=C1)C1=CC=C(C=C1)OCCO 9,9-bis[4-(2-hydroxyethoxy)phenyl]-1,8-diphenylfluorene